FC(C(=O)O)(F)F.C[Si](CCOCN1C(=NC=C1)C1=CC=C(C=C1)N1CCNCC1)(C)C 1-(4-(1-((2-(trimethylsilyl)ethoxy)methyl)-1H-imidazol-2-yl)phenyl)piperazine 2,2,2-trifluoroacetate